C(C(C)(C)C)(=O)OOC(CC(C)C)(C)OOC(C(CCCC)CC)=O 1-(2-ethylhexanoylperoxy)-1,3-dimethylbutyl peroxypivalate